ClC1=CC(=C(C=C1)C1=NC(=CC=2N=C(N(C(C21)=O)C)C)N2C[C@H](CCC2)N2CCCC2)F (S)-5-(4-chloro-2-fluorophenyl)-2,3-dimethyl-7-(3-(pyrrolidin-1-yl)piperidin-1-yl)pyrido[4,3-d]pyrimidin-4(3H)-one